4-(2-((3-amino-6-chloropyridazin-4-yl)(methyl)amino)ethyl)benzaldehyde NC=1N=NC(=CC1N(CCC1=CC=C(C=O)C=C1)C)Cl